BrC=1C=CC2=CN(N=C2C1Cl)[C@@H](C(=O)NC=1SC=CN1)C1=CC=CC=C1 |r| (2RS)-2-(6-bromo-7-chloro-indazol-2-yl)-2-phenyl-N-thiazol-2-yl-acetamide